FC1=C(C=C(C=C1)C1=NC=CC=C1C1=NN2C(C=CC=C2)=N1)C 2-(4-fluoro-3-methylphenyl)pyridin-3-yl-[1,2,4]triazolo[1,5-a]pyridin